NC1=C(C=C(C=N1)C=1C=C2N(N1)CCC21CN(C1)C([C@@H](C)NC(OC(C)(C)C)=O)=O)C(F)(F)F tert-butyl [(2R)-1-{2'-[6-amino-5-(trifluoromethyl)pyridin-3-yl]-5',6'-dihydrospiro[azetidine-3,4'-pyrrolo[1,2-b]pyrazol]-1-yl}-1-oxopropan-2-yl]carbamate